4-[[(2R,3s,4s,5s)-3-(3,4-difluoro-2-methoxy-phenyl)-4,5-dimethyl-5-(trifluoromethyl)tetrahydrofuran-2-carbonyl]amino]-3-fluoro-pyridine-2-carboxamide FC=1C(=C(C=CC1F)[C@H]1[C@@H](O[C@@]([C@H]1C)(C(F)(F)F)C)C(=O)NC1=C(C(=NC=C1)C(=O)N)F)OC